C([O-])[O-] carbonite